NC1(CC1)CNC1=NC(=C2C(=N1)N(N=C2)C)NC2=NC=C(C=C2)Cl 6-N-[(1-aminocyclopropyl)methyl]-4-N-(5-chloropyridin-2-yl)-1-methylpyrazolo[3,4-d]pyrimidine-4,6-diamine